(R)-1-(4-fluorophenyl)-5-(6-methyl-1,2,3,6-tetrahydropyridin-4-yl)-1H-indazole hydrochloride Cl.FC1=CC=C(C=C1)N1N=CC2=CC(=CC=C12)C=1CCN[C@@H](C1)C